3-(2-oxo-5,6-dihydro-4H-imidazo[4,5,1-ij]quinolin-1(2H)-yl)piperidine-2,6-dione O=C1N(C=2C=CC=C3CCCN1C23)C2C(NC(CC2)=O)=O